FC=1C=C(C=C(C1)OC)N1[C@@H](CN(C[C@H]1C)S(=O)(=O)N1C(=[N+](C=C1)C)C)C 1-(((3R,5R)-4-(3-fluoro-5-methoxyphenyl)-3,5-dimethylpiperazin-1-yl)sulfonyl)-2,3-dimethyl-1H-imidazol-3-ium